1-(5-((3,4-dihydro-2H-benzo[b][1,4]oxazin-6-yl)sulfonyl)-3,4,5,6-tetrahydropyrrolo[3,4-c]pyrrol-2(1H)-yl)-3-hydroxy-3-methylbutan-1-one O1C2=C(NCC1)C=C(C=C2)S(=O)(=O)N2CC1=C(C2)CN(C1)C(CC(C)(C)O)=O